(2S)-2-[[2-[(4S)-4-(Difluoromethyl)-2-oxo-3-oxazolidinyl]-5,6-dihydroimidazo[1,2-d][1,4]benzoxazepin-9-yl]amino]propanamide FC([C@H]1N(C(OC1)=O)C=1N=C2N(CCOC3=C2C=CC(=C3)N[C@H](C(=O)N)C)C1)F